4-methylcyclohexa-1,4-diene CC=1CC=CCC1